N1(CCNCC1)C1=NC=2N(C(=N1)C1=CN(C3=CC=CC=C13)C)N=CC2 2-(piperazinyl)-4-(1-methylindol-3-yl)pyrazolo[1,5-a][1,3,5]Triazine